C(C)(C)C1(C(NC(NC1=O)=O)=O)CC(=C)Br 5-isopropyl-5-beta-bromoallyl-barbituric acid